[N+](=O)([O-])C=1C=CC2=C(NC3=C(CC2)C=CC=C3)C1 3-nitro-10,11-dihydro-5H-dibenzo[b,f]azepine